ClC=1C=C(C=CC1F)N1CCN(CC1)CC[C@H]1CC(C(N1)=O)(CC)CC (R)-5-(2-(4-(3-chloro-4-fluorophenyl)piperazin-1-yl)ethyl)-3,3-diethylpyrrolidin-2-one